ClC=1N=CC2=C(N1)C(=NN2C)C 5-chloro-1,3-dimethyl-1H-pyrazolo[4,3-d]pyrimidine